(R)-7-(3-(1,2,4-oxadiazol-3-yl)phenyl)-2-(1-cyclopropyl-2-hydroxy-2-methylpropyl)isoindolin-1-one O1N=C(N=C1)C=1C=C(C=CC1)C=1C=CC=C2CN(C(C12)=O)[C@@H](C(C)(C)O)C1CC1